CN(C)[Sn] (dimethylamino)stannum